7-(((1S,3S)-3-aminocyclopentyl)amino)-1-(pent-3-yl)-2,6-naphthyridine-3-carbonitrile N[C@@H]1C[C@H](CC1)NC1=NC=C2C=C(N=C(C2=C1)C(CC)CC)C#N